ClC1=C(C(=CC=C1F)OCOCC[Si](C)(C)C)/C=C/C(=O)[O-] (E)-3-(2-chloro-3-fluoro-6-((2-(trimethylsilyl)ethoxy)methoxy)phenyl)acrylate